O=C1NC=C(C(N1)=O)CC(=O)O (2,4-dioxo-1,2,3,4-tetrahydro-5-pyrimidinyl)acetic acid